N2-(5-methylthiazol-2-yl)-6-(morpholinomethyl)-N4-(pyrrolidin-3-yl)pyrimidine-2,4-diamine CC1=CN=C(S1)NC1=NC(=CC(=N1)NC1CNCC1)CN1CCOCC1